3-(4-cyano-3-fluorophenyl)-N-(4-ethyl-3-(pyridin-4-yl)-1H-pyrazol-5-yl)propanamide C(#N)C1=C(C=C(C=C1)CCC(=O)NC1=C(C(=NN1)C1=CC=NC=C1)CC)F